COC([C@H](CCC1=NC2=C(N1C1=CC=CC=C1)C=CC(=C2)[N+](=O)[O-])N)=O.FC2=C(C(=C(C(=C2[B-](C2=C(C(=C(C(=C2F)F)F)F)F)(C2=C(C(=C(C(=C2F)F)F)F)F)C2=C(C(=C(C(=C2F)F)F)F)F)F)F)F)F.C(CCCCCCCCCCC)[NH+](CCCCCCCCCCCC)CCCCCCCCCCCC tridodecylammonium tetrakis(pentafluorophenyl)borate Methyl-(2S)-2-amino-4-(5-nitro-1-phenyl-benzimidazol-2-yl)butanoate